2-((5-((7-Chloroquinazolin-4-yl)amino)pentyl)(oxazol-2-ylmethyl)amino)ethan-1-ol ClC1=CC=C2C(=NC=NC2=C1)NCCCCCN(CCO)CC=1OC=CN1